6-(((4-methylbenzo[d]oxazol-2-yl)methyl)thio)-1-phenyl-1,5-dihydro-4H-pyrazolo[3,4-d]pyrimidin-4-one CC1=CC=CC2=C1N=C(O2)CSC=2NC(C1=C(N2)N(N=C1)C1=CC=CC=C1)=O